FC1=C(C=C(C=C1)[N+](=O)[O-])N1CC(C1)C#N 1-(2-fluoro-5-nitrophenyl)azetidine-3-carbonitrile